C[C@@]12[C@@](CNC1)(CN(C2)C2=NC(=NC=C2)NC2=CC=C(C(=O)O)C=C2)C 4-((4-((3aR,6aS)-3a,6a-dimethylhexahydropyrrolo[3,4-c]pyrrol-2(1H)-yl)pyrimidin-2-yl)amino)benzoic acid